C1(CC1)C1=C(C=NC2=CC=CN=C12)NC1=CC=C(C=C1)[C@H](C(F)(F)F)N(C(C)=O)C (R)-N-(1-(4-((4-cyclopropyl-1,5-naphthyridin-3-yl)amino)phenyl)-2,2,2-trifluoroethyl)-N-methylacetamide